methyl 1-(2-amino-6-methyl-4-(trifluoromethyl)phenyl)-4-(bis(4-methoxybenzyl)amino)-6-oxo-1,6-dihydropyrimidine-5-carboxylate NC1=C(C(=CC(=C1)C(F)(F)F)C)N1C=NC(=C(C1=O)C(=O)OC)N(CC1=CC=C(C=C1)OC)CC1=CC=C(C=C1)OC